4-[5-(2-aminoethyl)pyridin-2-yl]-3-[2-methyl-6-(4-methylsulfonylpiperazin-1-yl)pyrimidin-4-yl]oxybenzonitrile NCCC=1C=CC(=NC1)C1=C(C=C(C#N)C=C1)OC1=NC(=NC(=C1)N1CCN(CC1)S(=O)(=O)C)C